BrCCCCCCCCCCCO[Si](C)(C)C(C)(C)C ((11-bromoundecyl)oxy)(tert-butyl)dimethylsilane